C(CCNCCNCCC(=O)O)(=O)O 4,7-diaza-1,10-decanedioic acid